(S)-tert-butyl 7-(((S)-1-methoxy-1-oxo-3-((S)-2-oxopyrrolidin-3-yl)propan-2-yl)carbamoyl)-6-azaspiro[3.4]octane-6-carboxylate COC([C@H](C[C@H]1C(NCC1)=O)NC(=O)[C@H]1N(CC2(CCC2)C1)C(=O)OC(C)(C)C)=O